1-(7Z,10Z,13Z,16Z-docosatetraenoyl)-glycero-3-phosphoserine CCCCC/C=C\C/C=C\C/C=C\C/C=C\CCCCCC(=O)OC[C@H](COP(=O)(O)OC[C@@H](C(=O)O)N)O